ClC1=CC=C(C=C1)C(N1C[C@@H](N(C[C@H]1C)C=1C=2N=C(N(C2N2C(N1)=NN=C2)C[C@H]2OCCC2)C)C)C2CC(C2)(F)F 4-((2S,5R)-4-((4-chlorophenyl)(3,3-difluorocyclobutyl)methyl)-2,5-dimethylpiperazin-1-yl)-2-methyl-1-(((S)-tetrahydrofuran-2-yl)methyl)-1H-[1,2,4]triazolo[3,4-b]purine